(2S)-1-(2-{[1-(2,2-difluoroethyl)-1H-pyrazol-4-yl]sulfonyl}-2H,4H,5H,6H-pyrrolo[3,4-c]pyrazol-5-yl)-2-(2-fluorophenyl)-3-hydroxypropan-1-one FC(CN1N=CC(=C1)S(=O)(=O)N1N=C2C(=C1)CN(C2)C([C@H](CO)C2=C(C=CC=C2)F)=O)F